(2-formyl-4-(naphthalen-2-yl)quinolin-6-yl)methyl(tetrahydro-2H-pyran-4-yl)carbamate C(=O)C1=NC2=CC=C(C=C2C(=C1)C1=CC2=CC=CC=C2C=C1)OC(N(C1CCOCC1)C)=O